ClC=1C=C(C=NC1)NC=1C2=C(N=CN1)C=CC(=N2)N2[C@@H]1CN([C@H](C2)C1)C(C=C)=O 1-((1S,4S)-5-(4-((5-chloropyridin-3-yl)amino)pyrido[3,2-d]pyrimidin-6-yl)-2,5-diazabicyclo[2.2.1]heptan-2-yl)prop-2-en-1-one